1,3-bis(4-carboxyphenoxy)propane aluminum [Al].C(=O)(O)C1=CC=C(OCCCOC2=CC=C(C=C2)C(=O)O)C=C1